Gold-silicon [Si].[Au]